1-((5-(5-(difluoromethyl)-1,3,4-oxadiazol-2-yl)pyridin-2-yl)methyl)-5-fluoro-3-(1-methylpiperidin-4-yl)-1,3-dihydro-2H-benzo[d]imidazol-2-one FC(C1=NN=C(O1)C=1C=CC(=NC1)CN1C(N(C2=C1C=CC(=C2)F)C2CCN(CC2)C)=O)F